1-(3,4-difluorophenyl)-6-oxopiperidine-2-carboxylic acid FC=1C=C(C=CC1F)N1C(CCCC1=O)C(=O)O